2-[[[4-cyano-3,3-dideuterio-7-(4-isopropylphenyl)-2H-benzofuran-5-yl]amino]methyl]prop-2-enoic acid C(#N)C1=C(C=C(C2=C1C(CO2)([2H])[2H])C2=CC=C(C=C2)C(C)C)NCC(C(=O)O)=C